5,5-dimethyl-1-((2-((1-(methylsulfonyl)piperidin-4-yl)amino)pyridin-4-yl)methyl)-3-(4-((trifluoromethyl)sulfonyl)phenyl)imidazolidine-2,4-dione CC1(C(N(C(N1CC1=CC(=NC=C1)NC1CCN(CC1)S(=O)(=O)C)=O)C1=CC=C(C=C1)S(=O)(=O)C(F)(F)F)=O)C